6-Undecanon CCCCCC(CCCCC)=O